C(C)(C)(C)OC(=O)N1C(OC[C@@H]1C1=CC(=C(C=C1)Cl)N1N=CC=N1)(C)C (S)-4-(4-chloro-3-(2H-1,2,3-triazol-2-yl)phenyl)-2,2-dimethyl-oxazolidine-3-carboxylic acid tert-butyl ester